NC=1N=NC(=CC1C1=NC=CC(=C1)C1CCN(CC1)C1CCC(CC1)C1=CC=CC2=C1OCCN2C2C(NC(CC2)=O)=O)C2=C(C=CC=C2)O 3-(8-((1r,4r)-4-(4-(2-(3-amino-6-(2-hydroxyphenyl)pyridazin-4-yl)pyridin-4-yl)piperidin-1-yl)cyclohexyl)-2H-benzo[b][1,4]oxazin-4(3H)-yl)piperidine-2,6-dione